COC1=CC(=NC=C1C#CC1=C(C=CC=C1)N(C=O)CC1=CC=C(C=C1)C1=C(C=CC=C1)OC)C(=O)O 4-methoxy-5-(2-{2-[N-({2'-methoxy-[1,1'-biphenyl]-4-yl}methyl)formamido]phenyl}-ethynyl)pyridine-2-carboxylic acid